N1NC=C2C3(C=C4C(=C12)C=CO4)CC3 dihydrospiro[cyclopropane-1,4'-furo[2,3-g]indazole]